O[C@@H]([C@@H](C(=O)N)N1C(C2(C1)CCCCC2)=O)C (2S,3R)-3-hydroxy-2-(1-oxo-2-azaspiro[3.5]nonan-2-yl)butanamide